copper-hafnium [Hf].[Cu]